8-acetyl-6-chloro-3-cyclopropyl-2-(4-methyltetrahydro-2H-pyran-4-yl)quinazolin-4(3H)-one C(C)(=O)C=1C=C(C=C2C(N(C(=NC12)C1(CCOCC1)C)C1CC1)=O)Cl